9-(2-chloro-4-((3-(trifluoromethyl)pyridin-2-yl)oxy)benzoyl)-2-(hydroxymethyl)-2-Methyl-4,7-dihydro-1H-pyrrolo[3',2':5,6]pyrido[3,4-b]pyrazin-3(2H)-one ClC1=C(C(=O)C2=CNC3=C2C2=C(NC(C(N2)(C)CO)=O)C=N3)C=CC(=C1)OC1=NC=CC=C1C(F)(F)F